CC(C[C@@H](C(=O)N1CCC(CC1)CC=1N(C(=CN1)C)C)N1C([C@@H](NCC1)CC(C)C)=O)C (S)-1-[(S)-3-Methyl-1-({4-[(1-methyl-5-methyl-1H-imidazol-2-yl)methyl]-1-piperidyl}carbonyl)butyl]-3-isobutyl-2-piperazinone